((2S)-1-(((2S)-3-hydroxy-1-((S)-2-oxopyrrolidin-3-yl)pent-4-en-2-yl)amino)-4-methyl-1-oxopent-2-yl)carbamic acid benzyl ester C(C1=CC=CC=C1)OC(N[C@H](C(=O)N[C@@H](C[C@H]1C(NCC1)=O)C(C=C)O)CC(C)C)=O